ClC(C(=O)C=1N(C=C(C1)[N+](=O)[O-])C)(Cl)Cl 2,2,2-trichloro-1-(1-methyl-4-nitro-1H-pyrrol-2-yl)ethanone